NC1=NC=CC(=C1F)CC=1C(=C(C(=C(C(=O)O)C1)NC1=C(C=C(C=C1)I)F)F)F 5-[(2-Amino-3-fluoropyridin-4-yl)methyl]-3,4-difluoro-2-(2-fluoro-4-iodoanilino)benzoic acid